4-[4-fluoro-1-[2-(trifluoromethyl)pyrimidin-4-yl]piperidine-4-carbonyl]-3,5-dihydro-2H-pyrido[3,4-f][1,4]oxazepine-9-carbonitrile FC1(CCN(CC1)C1=NC(=NC=C1)C(F)(F)F)C(=O)N1CCOC2=C(C1)C=NC=C2C#N